[N+](=O)(OCCCC1CN(C1)S(=O)(=O)C1=CC(=C(C=C1)OCC)C1=NN2C(C(N1)=O)=C(N=C2CCC)C)[O-] 3-(1-((4-ethoxy-3-(5-methyl-4-oxo-7-propyl-3,4-dihydroimidazo[5,1-f][1,2,4]triazin-2-yl)phenyl)sulfonyl)azetidin-3-yl)propyl nitrate